C[Sn](C=1C=C(C[C@H](N)C(=O)O)C=C(C1OC1=CC=C(C=C1)O)[Sn](C)(C)C)(C)C 3,5-Bis(trimethylstannyl)-L-Thyronin